SCCCCCOCCCCCS 5-mercaptopentyl ether